CN1C=NC2=C(C1=O)C=C(N=C2C=2C=NC=CC2)C2=CC=C(C=C2)OC(F)(F)F 3-methyl-8-(pyridin-3-yl)-6-(4-(trifluoromethoxy)phenyl)pyrido[3,4-d]pyrimidin-4(3H)-one